3-(benzyloxycarbonylamino)-2-(tert-butoxycarbonylamino)propionic acid C(C1=CC=CC=C1)OC(=O)NCC(C(=O)O)NC(=O)OC(C)(C)C